NCC=1C=C(C=CC1C)NC(C1=CC(=CC(=C1)C(F)(F)F)CN1CCN(CC1)C)=O N-(3-(aminomethyl)-4-methylphenyl)-3-((4-methylpiperazin-1-yl)methyl)-5-(trifluoromethyl)benzamide